1-(4-methylphenyl)-2-propanol CC1=CC=C(C=C1)CC(C)O